6-chloro-4-{4-[1-(4-fluorophenyl)-3,3-dimethylbutyl]piperazin-1-yl}-1-methyl-2-oxo-1,2-dihydro-1,5-naphthyridine-3-carbonitrile ClC=1N=C2C(=C(C(N(C2=CC1)C)=O)C#N)N1CCN(CC1)C(CC(C)(C)C)C1=CC=C(C=C1)F